C\C(=C/C=O)\C=C\C=C(\C=C\C1=C(CCCC1(C)C)C)/C (2E,4E,6E,8E)-3,7-Dimethyl-9-(2,6,6-trimethylcyclohexen-1-yl)-nona-2,4,6,8-tetraenal